C(C)OC(=O)C1=CC=NN1C(C)C 1-isopropyl-1H-pyrazole-5-carboxylic acid ethyl ester